ditrimethylolpropane n-caprylate C(CCCCCCC)(=O)O.C(O)C(C=C)(CO)CO.C(O)C(C=C)(CO)CO